BrC1=C(C=C(C(=O)N[C@H]2[C@H]3CC[C@@H](C2)N3C#N)C=C1)OCC1CCC1 4-bromo-N-((1R,2R,4S)-7-cyano-7-azabicyclo[2.2.1]heptan-2-yl)-3-(cyclobutylmethoxy)benzamide